C(C)C=1C=C(C=C2CCC(NC12)=O)[N+](=O)[O-] 8-ethyl-6-nitro-3,4-dihydro-1H-quinolin-2-one